(R)-7-((5-(1-oxa-4,8-diaza-spiro[5.5]undecan-8-yl)pyridin-2-yl)amino)-4-(7-fluoro-imidazo[1,2-a]pyridin-3-yl)isoindolin-1-one O1CCNC[C@]12CN(CCC2)C=2C=CC(=NC2)NC=2C=CC(=C1CNC(C21)=O)C2=CN=C1N2C=CC(=C1)F